CN=C=NC 1,3-dimethylcarbodiimide